(S)-N-(methoxymethyl)-1-phenyl-N-((trimethylsilyl)methyl)ethan-1-amine COCN([C@@H](C)C1=CC=CC=C1)C[Si](C)(C)C